(S)-4-((2-((2-methylpyrimidin-5-yl)oxy)ethyl)(4-(5,6,7,8-tetrahydro-1,8-naphthyridin-2-yl)butyl)amino)-2-(2-phenylacetamido)butanoic acid CC1=NC=C(C=N1)OCCN(CC[C@@H](C(=O)O)NC(CC1=CC=CC=C1)=O)CCCCC1=NC=2NCCCC2C=C1